(triethoxysilyl)-propyl isocyanate C(C)O[Si](OCC)(OCC)CCCN=C=O